Cl.C(C)OC(CC1[C@@H]2CNC[C@H]12)=O 2-((1R,5S,6S)-3-azabicyclo[3.1.0]Hexane-6-yl)acetic acid ethyl ester hydrochloride